(3-fluoro-5-(((4-(2-((6-(pyridazin-4-yl)-1H-indazol-4-yl)oxy)ethoxy)butyl)amino)methyl)phenyl)methanol FC=1C=C(C=C(C1)CNCCCCOCCOC1=C2C=NNC2=CC(=C1)C1=CN=NC=C1)CO